ClC1=NC(=CC(=C1)C=1C(=NN2C1N=C(C=C2)C(=O)NCC(C)(C)O)C2=C(C(=CC=C2)C#N)C)C (2-chloro-6-methyl-4-pyridinyl)-2-(3-cyano-2-methyl-phenyl)-N-(2-hydroxy-2-methyl-propyl)pyrazolo[1,5-a]pyrimidine-5-carboxamide